(E)-4-(2-(2-chloro-6-(2-(3-methylbenzylidene)hydrazinyl)-9H-purin-9-yl)acetyl)benzonitrile ClC1=NC(=C2N=CN(C2=N1)CC(=O)C1=CC=C(C#N)C=C1)N/N=C/C1=CC(=CC=C1)C